The molecule is a retinoic acid that is all-trans-retinoic acid in which the double bond which is alpha,beta- to the carboxy group is isomerised to Z configuration. A synthetic retinoid, it is used for the treatment of severe cases of acne and other skin diseases. It has a role as a keratolytic drug, an antineoplastic agent and a teratogenic agent. CC1=C(C(CCC1)(C)C)/C=C/C(=C/C=C/C(=C\\C(=O)O)/C)/C